(R)-7-methyl-2-((7-methylcinnolin-6-yl)amino)-9-(tetrahydrofuran-3-yl)-7,9-dihydro-8H-purin-8-one CN1C(N(C2=NC(=NC=C12)NC=1C=C2C=CN=NC2=CC1C)[C@H]1COCC1)=O